(3-((2-((1-methyl-1H-pyrazol-4-yl) amino)-5-((phenylamino) methyl) pyrimidin-4-yl) amino) phenyl) carbamate C(N)(OC1=CC(=CC=C1)NC1=NC(=NC=C1CNC1=CC=CC=C1)NC=1C=NN(C1)C)=O